1-phenyl-3-methyl-2(1H)-quinoxalinone C1(=CC=CC=C1)N1C(C(=NC2=CC=CC=C12)C)=O